3-((3,4-dimethoxyphenyl)imino)cyclohex-1-en-1-yl-glycine COC=1C=C(C=CC1OC)N=C1C=C(CCC1)NCC(=O)O